(R)-3-(1-(6-(2-Chloropyrimidin-4-yl-6-d)pyridin-2-yl)-1H-1,2,3-triazol-4-yl)-3-hydroxy-1-methylpyrrolidin-2-one ClC1=NC(=CC(=N1)C1=CC=CC(=N1)N1N=NC(=C1)[C@]1(C(N(CC1)C)=O)O)[2H]